racemic-1-((4-fluorophenyl)(phenyl)methyl)piperazine FC1=CC=C(C=C1)[C@H](N1CCNCC1)C1=CC=CC=C1 |r|